1-(tert-butyl)-N-(4-(6-morpholinopyrazolo[1,5-a]pyrazin-4-yl)benzyl)-1H-1,2,3-triazole-4-carboxamide C(C)(C)(C)N1N=NC(=C1)C(=O)NCC1=CC=C(C=C1)C=1C=2N(C=C(N1)N1CCOCC1)N=CC2